2,3-dihydrospiro[indene-1,2'-pyrrolidine] N1C2(CCC1)CCC1=CC=CC=C12